NC1=C2C(=NC=N1)N(N=C2C=2C(=C1CCN(C1=CC2)C(CC2=C(C=CC(=C2)C(F)(F)F)F)=O)Cl)C2CC2 1-(5-(4-AMINO-1-CYCLOPROPYL-1H-PYRAZOLO[3,4-D]PYRIMIDIN-3-YL)-4-CHLOROINDOLIN-1-YL)-2-(2-FLUORO-5-(TRIFLUOROMETHYL)PHENYL)ETHAN-1-ONE